6-bromo-4-hydroxy-2-oxo-1,2-dihydroquinoline-3-carbonitrile BrC=1C=C2C(=C(C(NC2=CC1)=O)C#N)O